trichloromethyl alcohol ClC(Cl)(Cl)O